FC(C1=C2C3=CN=C(C(O[C@@H](C4=CC(=CC=C4C=4N=C(SC4CN2N=C1)C)F)C)=C3)N)F (19R)-3-(difluoromethyl)-16-fluoro-10,19-dimethyl-20-oxa-9-thia-5,6,11,23-tetraazapentacyclo[19.3.1.02,6.08,12.013,18]pentacosa-1(24),2,4,8(12),10,13,15,17,21(25),22-decaen-22-amine